(2R,4S)-4-azidopiperidine-1,2-dicarboxylate N(=[N+]=[N-])[C@@H]1C[C@@H](N(CC1)C(=O)[O-])C(=O)[O-]